N'-methylinosine CN1C(C=2N=CN([C@H]3[C@H](O)[C@H](O)[C@@H](CO)O3)C2N=C1)=O